O=C1NC(CCC1NC=1C=C(CN2CCN(CC2)C2=CC=C(C(=O)NC=3C4=C(NN3)CN(C4)C([C@@H](C4=CC=CC=C4)OC)=O)C=C2)C=CC1)=O 4-(4-(3-((2,6-dioxopiperidin-3-yl)amino)benzyl)piperazin-1-yl)-N-(5-((R)-2-methoxy-2-phenylacetyl)-1,4,5,6-tetrahydropyrrolo[3,4-c]pyrazol-3-yl)benzamide